(6-methoxy-7-(3-(4-methylpiperazin-1-yl)propoxy)quinazolin-4-yl)benzoic acid COC=1C=C2C(=NC=NC2=CC1OCCCN1CCN(CC1)C)C1=C(C(=O)O)C=CC=C1